C(C)(C)(C)OC(=O)N1CCCC2=NC=C(C=C12)Br 7-bromo-3,4-dihydro-1,5-naphthyridine-1(2H)-carboxylic acid tert-butyl ester